N-(2-(7-fluoro-2-((6-(piperidin-4-ylamino)pyridin-3-yl)amino)quinazolin-8-yl)pyridin-4-yl)acrylamide FC1=CC=C2C=NC(=NC2=C1C1=NC=CC(=C1)NC(C=C)=O)NC=1C=NC(=CC1)NC1CCNCC1